2-(2,8-dimethylimidazo[1,2-b]pyridazin-6-yl)pyrido[1,2-a]pyrimidin CC=1N=C2N(N=C(C=C2C)C=2N=C3N(CC2)C=CC=C3)C1